N1N=NC2=C1C=CC(=C2)CN2N(C1=CC=CC=C1C2=O)C 2-((1H-benzo[d][1,2,3]triazol-5-yl)methyl)-1-methyl-1,2-dihydro-3H-indazol-3-one